C[Si](C)(C)[SiH]([Si](C)(C)C)[Si](C)(C)C tris-(trimethylsilyl)-silane